C(C)(C)(C)OC(=O)N1C[C@H](CCC1)N1C(N(C2=C1C=C(C(=C2)F)Br)CC2=NC=C(C=C2)C=2OC(=NN2)C(F)F)=O (S)-3-(6-bromo-3-((5-(5-(difluoromethyl)-1,3,4-oxadiazol-2-yl)pyridin-2-yl)methyl)-5-fluoro-2-oxo-2,3-dihydro-1H-benzo[d]imidazol-1-yl)piperidine-1-carboxylic acid tert-butyl ester